pyridin-3-yl-pyrrolidin-3-ol N1=CC(=CC=C1)N1CC(CC1)O